((R)-1-((R)-3-cyclohexyl-2-methylpropanoyl)-4-hydroxy-3,3-dimethylpiperidine-4-yl)methyl-N-isopropyl-N-methyl-6-oxo-4-phenyl-1,6-dihydropyridine-3-carboxamide C1(CCCCC1)C[C@H](C(=O)N1CC([C@@](CC1)(O)CN1C=C(C(=CC1=O)C1=CC=CC=C1)C(=O)N(C)C(C)C)(C)C)C